1-(4-(bis(2,3-dihydrobenzo[b][1,4]dioxin-6-yl)methyl)piperazine-1-carbonyl)-1H-1,2,4-triazole-3-carbonitrile O1C2=C(OCC1)C=C(C=C2)C(N2CCN(CC2)C(=O)N2N=C(N=C2)C#N)C2=CC1=C(OCCO1)C=C2